C(C)(C)(C)C1CCN(CC1)C(=O)NC1=CC(=C(C(=C1)C=1N=NNN1)C=1C=NC(=CC1)C(F)(F)F)F 4-(Tert-butyl)-N-(3-fluoro-5-(2H-tetrazol-5-yl)-4-(6-(trifluoromethyl)pyridin-3-yl)phenyl)piperidine-1-carboxamide